CC(=CCC1(C(=C(C(=C(C1=O)C(=O)C)O)CC2=C(C=C(C(=C2O)C(=O)C)O)OCC=C(C)C)O)C)C The molecule is a member of the class of resorcinols that is a derivative of filicinic acid. Isolated from the stems and leaves of Hypericum drummondii, it exhibits antibacterial activity against Gram-positive bacteria Staphylococcus aureus and Bacillus subtilis and the acid fast bacterium Mycobacterium smegmatis. It has a role as a metabolite and an antibacterial agent. It is a methyl ketone, a member of resorcinols, an enol, an enone, an aromatic ether and an aromatic ketone. It derives from a filicinic acid.